(Z)-3-(4-chlorophenyl)-6-hydroxy-6,8-di-p-tolyloctane-2-en-4,7-diyne-1-al ClC1=CC=C(C=C1)/C(=C/C=O)/C#CC(C#CC1=CC=C(C=C1)C)(C1=CC=C(C=C1)C)O